C(C)(C)(C)OC(=O)N1CCC(=CC1)C1=C(C=C(C=C1)NC(C1=CC=C(C=C1)C(=O)O)=O)C 4-[4-(4-carboxy-benzoylamino)-2-methyl-phenyl]-3,6-dihydro-2H-pyridine-1-carboxylic acid tert-butyl ester